6,6,9-trimethyl-3-pentyl-1-(trifluoromethoxy)-6H-benzo[c]chromene CC1(OC2=CC(=CC(=C2C2=C1C=CC(=C2)C)OC(F)(F)F)CCCCC)C